2,2-dimethylethylsulfonate CC(CS(=O)(=O)[O-])C